BrC=1C2=C(C(N(C1)C)=O)SC(=C2)C2=NC(=NO2)C 4-bromo-6-methyl-2-(3-methyl-1,2,4-oxadiazol-5-yl)thieno[2,3-c]pyridin-7(6H)-one